NCC(C(=O)O)CC1=CC2=C(C=CC=C2C=C1OC)OC 3-amino-2-((3,8-dimethoxynaphthalen-2-yl)methyl)propanoic acid